ClC=1C=2C(N=C3N(C2C=CC1)C1=CC=C(C=C1C31CCCCC1)C1CCN(CC1)C1CC(CC1)C(=O)O)=O 3-(4-(4'-chloro-5'-oxo-5'H-spiro[cyclohexane-1,7'-indolo[1,2-a]quinazolin]-9'-yl)piperidin-1-yl)cyclopentane-1-carboxylic acid